FC=1C=C2C(=CNC(C2=CC1F)=O)[C@@H](C)N(C(=O)C=1C=C2C=C(C=CN2C1)F)C (R)-N-(1-(6,7-difluoro-1-oxo-1,2-dihydroisoquinolin-4-yl)ethyl)-7-fluoro-N-methylindolizine-2-carboxamide